CS(=O)(=O)OCC1=CC(=C(C2=C1CCO2)C#N)F (7-cyano-6-fluoro-2,3-dihydrobenzofuran-4-yl)methyl methanesulfonate